C(=O)(O)CN([C@@H](C)C(=O)O)CC(=O)O N,N-Bis(carboxymethyl)-L-alanine